4,6-dimethoxypyridine-3-sulfonyl chloride COC1=C(C=NC(=C1)OC)S(=O)(=O)Cl